ClC1=CNC2=C(C=CC(=C12)Cl)C1=C(C=CC(=C1)S(=O)(=O)N1CCC(CC1)O)S(=O)(=O)N (3,4-dichloro-1H-indol-7-yl)-4-((4-hydroxypiperidin-1-yl)sulfonyl)benzenesulfonamide